BrC=1C(=NC=C2C=CC(=NC12)OCC)OC 8-bromo-2-ethoxy-7-methoxy-1,6-naphthyridine